ClC=1C=C(C=C(C1)Cl)N1CC(CC1=O)(C(=O)NCC1=NC(=NC=C1)OC(C)C)C 1-(3,5-dichlorophenyl)-N-[(2-isopropyloxypyrimidin-4-yl)methyl]-3-methyl-5-oxopyrrolidine-3-carboxamid